(S)-7-((2S,5R)-4-acryloyl-2,5-dimethylpiperazin-1-yl)-10-(3-chloro-4-fluorophenyl)-3-((methoxymethoxy)methyl)-9-(trifluoromethyl)-2,3-dihydro-5H-[1,4]thiazino[2,3,4-ij]quinazolin-5-one C(C=C)(=O)N1C[C@@H](N(C[C@H]1C)C1=NC(N2C3=C(C(=C(C=C13)C(F)(F)F)C1=CC(=C(C=C1)F)Cl)SC[C@@H]2COCOC)=O)C